COCC(=O)C1=CC2=C(NC(=N2)C(COC(C(F)(F)F)(C)C)NC([O-])=O)C=C1 (1-(5-(2-methoxyacetyl)-1H-benzo[d]imidazol-2-yl)-2-((1,1,1-trifluoro-2-methylpropan-2-yl)oxy)ethyl)carbamate